tert-butyl N-(3-piperidylmethyl)carbamate N1CC(CCC1)CNC(OC(C)(C)C)=O